N1N=C(C=C1)C1CN(CCC1)CC1=C(OCC=2C=NC=C(C#N)C2)C=C(C(=C1)Cl)OCC=1C(=C(C=CC1)C1=C(C(=CC=C1)OCCCN1C[C@@H](CC1)O)C)C 5-((2-((3-(1H-pyrazol-3-yl)piperidin-1-yl)methyl)-4-chloro-5-((3'-(3-((R)-3-hydroxypyrrolidin-1-yl)propoxy)-2,2'-dimethyl-[1,1'-biphenyl]-3-yl)methoxy)phenoxy)methyl)nicotinonitrile